N[C@@H]1C=2C(=NC=CC2)CC12CCN(CC2)C=2N=CC(=NC2)SC2=C(C(=NC=C2)O)Cl (S)-4-((5-(5-amino-5,7-dihydrospiro[cyclopenta[b]pyridine-6,4'-piperidin]-1'-yl)pyrazin-2-yl)thio)-3-chloropyridin-2-ol